ClCCCCCCOCCOCCN 2-[2-[(6-chlorohexyl)oxy]ethoxy]ethanamine